CC1(C(NC1)=O)C 3,3-dimethylazetidin-2-one